8-amino-N-{4-[(4-aminopiperidin-1-yl)methyl]-1,3-thiazol-2-yl}-4,4-dimethyl-4,5-dihydro-1H-pyrazolo[4,3-H]quinazoline-3-carboxamide dihydrochloride Cl.Cl.NC1=NC=2C3=C(C(CC2C=N1)(C)C)C(=NN3)C(=O)NC=3SC=C(N3)CN3CCC(CC3)N